NC=1C2=C(N=CN1)N(C=C2C2=NN(C=C2)C)C2CC(C(C2)O)COC2=CC=C1C=CC(=NC1=C2)N2CCC2 4-[4-amino-5-(1-methyl-1H-pyrazol-3-yl)-7H-pyrrolo[2,3-d]pyrimidin-7-yl]-2-({[2-(azetidin-1-yl)quinolin-7-yl]oxy}methyl)cyclopentan-1-ol